1-(cyclopropylmethyl)-1H-pyrazole C1(CC1)CN1N=CC=C1